C(C)(C)C(C(=O)OC)(C(C(=O)OC)C(C)C)C#N dimethyl 2,3-diisopropyl-2-cyanosuccinate